(1S)-1-(1,3-thiazol-2-yl)ethylamine S1C(=NC=C1)[C@H](C)N